2-[2,4-bis(trifluoromethyl)phenyl]-6-fluoro-1,2,3,4-tetrahydronaphthalen-1-one FC(C1=C(C=CC(=C1)C(F)(F)F)C1C(C2=CC=C(C=C2CC1)F)=O)(F)F